1-[4-[(7S)-7-(5,6-dimethyl-1H-benzoimidazol-4-yl)-5,6,7,8-tetrahydroquinazolin-4-yl]Piperazin-1-yl]Prop-2-en-1-one CC1=C(C2=C(NC=N2)C=C1C)[C@H]1CCC=2C(=NC=NC2C1)N1CCN(CC1)C(C=C)=O